COC1=CC=C(C2=C1NC(=N2)NC(=O)C=2N=NC(=CC2)N2CCOCC2)C=2C=NN(C2)C N-[7-methoxy-4-(1-methyl-1H-pyrazol-4-yl)-1H-1,3-benzodiazol-2-yl]-6-(morpholin-4-yl)pyridazine-3-carboxamide